((2S,4R,5R)-4-acetoxy-5-(2-amino-8-oxo-7-(4-(trifluoromethyl)benzyl)-7,8-dihydro-9H-purin-9-yl)tetrahydrofuran-2-yl)methylacetat C(C)(=O)O[C@@H]1C[C@H](O[C@H]1N1C2=NC(=NC=C2N(C1=O)CC1=CC=C(C=C1)C(F)(F)F)N)COC(C)=O